4-methyl-4,5,6,7-tetrahydrobenzo[b]thiophen-3-carbonitrile CC1CCCC=2SC=C(C21)C#N